2-Ethyl-6-[1-(2-fluoro-6-methylphenyl)-piperidin-4-yl]-4-(2-trifluoromethyl-benzyl)-2,4,6,7-tetrahydro-pyrazolo[4,3-d]pyrimidin-5-one C(C)N1N=C2C(N(C(N(C2)C2CCN(CC2)C2=C(C=CC=C2C)F)=O)CC2=C(C=CC=C2)C(F)(F)F)=C1